4-Chloro-N-(2,3-dihydro-1H-inden-5-yl)-3-nitrobenzamide ClC1=C(C=C(C(=O)NC=2C=C3CCCC3=CC2)C=C1)[N+](=O)[O-]